C(#N)C=1C=C2COC(C2=CC1)(C1=CC=C(C=C1)F)CCCNCC(=O)O N-{3-[5-Cyano-1-(4-fluorophenyl)-1,3-dihydroisobenzofuran-1-yl]-1-propyl}glycine